FC(C=1C=CC=2N(N1)C(=CN2)C2=CC(=NC=N2)N2C[C@@H]1N(CC2)C(OC1)=O)F (S)-7-(6-(6-(Difluoromethyl)imidazo[1,2-b]pyridazin-3-yl)pyrimidin-4-yl)hexahydro-3H-oxazolo[3,4-a]pyrazin-3-one